4-(9-ethyl-2-(3-phenyl-1H-pyrazol-5-yl)-8-(pyridin-4-yl)-9H-purin-6-yl)morpholine C(C)N1C2=NC(=NC(=C2N=C1C1=CC=NC=C1)N1CCOCC1)C1=CC(=NN1)C1=CC=CC=C1